CN1N=C2C=C(C=CC2=C1)C1OC(C(O1)(C)C)(C)C 2-methyl-6-(4,4,5,5-tetramethyl-1,3-dioxolan-2-yl)indazole